CNC1=NC=CC(=C1)C[C@@H]1[C@H](N(C1=O)C(=O)N[C@H](CC)C1=CC(=CC=C1)Cl)C(=O)N(C)C=1SC=CC1 (2S,3R)-3-((2-methylaminopyridin-4-yl)methyl)-N2-(thiophen-2-yl)-N1-((R)-1-(3-chlorophenyl)propyl)-N2-methyl-4-oxoazetidine-1,2-dicarboxamide